2-(3,4-dichlorophenoxy)-N-(3-{[5-(trifluoromethyl)pyrazin-2-yl]amino}bicyclo[1.1.1]pent-1-yl)acetamide methyl-4-(2-(1-(2-(methylthio)propanoyl)piperidin-2-yl)-1H-imidazol-5-yl)benzoate COC(C1=CC=C(C=C1)C1=CN=C(N1)C1N(CCCC1)C(C(C)SC)=O)=O.ClC=1C=C(OCC(=O)NC23CC(C2)(C3)NC3=NC=C(N=C3)C(F)(F)F)C=CC1Cl